COC1OC(=CC1)OC 2,5-dimethoxy-dihydrofuran